O1C(CCC1)OC[C@@]12CCC[C@H]1[C@@H]1C=CC3=CC(C=C[C@]3(C)[C@H]1CC2)=O (20S)-tetrahydrofuryloxy-androst-1,4,6-trien-3-one